O\C(=C(/C(=O)[O-])\O)\C(=O)[O-] DIHYDROXYFUMARATE